CC(=O)N=C1C=CC(=O)C=C1 N-Acetyl-p-benzoquinoneimine